N-{[3-(4-{[(3S,4R)-3-fluoro-1-methylpiperidin-4-yl]amino}-1-(2,2,2-trifluoroethyl)-1H-indol-2-yl)-1,2,4-oxadiazol-5-yl]methyl}-1-(4-methyloxan-4-yl)-1H-imidazole-4-carboxamide F[C@H]1CN(CC[C@H]1NC1=C2C=C(N(C2=CC=C1)CC(F)(F)F)C1=NOC(=N1)CNC(=O)C=1N=CN(C1)C1(CCOCC1)C)C